C(CCCCCCC)[SiH2]CCCCCN1C2=CC=CC=C2C=2C=CC=CC12 9-(5-(octylsilyl)pentyl)-9H-carbazole